O-methyl-N-[(2-methyl-5-thiazolyl)carbonyl]-L-seryl-O-methyl-N-[(1S)-2-[(2R)-2-methyl-2-oxiranyl]-2-oxo-1-(phenylmethyl)ethyl]L-serinamide COC[C@H](NC(=O)C1=CN=C(S1)C)C(=O)N[C@@H](COC)C(=O)N[C@H](C(=O)[C@@]1(OC1)C)CC1=CC=CC=C1